3-((5-carbamoyl-2-chloropyridin-4-yl)amino)-2-methoxybenzoic acid tert-butyl ester C(C)(C)(C)OC(C1=C(C(=CC=C1)NC1=CC(=NC=C1C(N)=O)Cl)OC)=O